C(=O)(O)CN=C(NCCCC(=O)O)N N'-carboxymethyl-4-guanidinobutanoic Acid